(2R,4R)-6-chloro-N-{3-[4-(4-chloro-2-fluorophenyl)-1H-imidazol-1-yl]bicyclo[1.1.1]pentan-1-yl}-4-hydroxy-3,4-dihydro-2H-1-benzopyran-2-carboxamide ClC=1C=CC2=C([C@@H](C[C@@H](O2)C(=O)NC23CC(C2)(C3)N3C=NC(=C3)C3=C(C=C(C=C3)Cl)F)O)C1